O1CCCC2=CC(=CN=C12)NC1=NC(=NC=C1)NC1=CC(=C(C=C1)OC1CC(C1)N(C)C)OC 4-(3,4-dihydro-2H-1-oxa-8-azanaphth-6-ylamino)-2-{3-methoxy-4-[(1s,3s)-3-(dimethylamino)cyclobutoxy]phenylamino}pyrimidine